ClC=1C(=C(SC1Cl)C(=O)N1C[C@H]([C@@H](CC1)C(=O)N1CCC(CC1)(O)CN1C=NC2=C(C1=O)C=CN2C)C2=CC=CC=C2)F 3-{[1-({(3R,4R)-1-[(4,5-dichloro-3-fluorothiophen-2-yl)carbonyl]-3-phenylpiperidin-4-yl}carbonyl)-4-hydroxypiperidin-4-yl]methyl}-7-methyl-3,7-dihydro-4H-pyrrolo[2,3-d]pyrimidin-4-one